(2R)-N-((R)-(3-chloro-2,4-difluorophenyl)(2-(difluoromethoxy)thiazol-5-yl)methyl)-2-methyl-3-oxopiperazine-1-carboxamide ClC=1C(=C(C=CC1F)[C@@H](NC(=O)N1[C@@H](C(NCC1)=O)C)C1=CN=C(S1)OC(F)F)F